3-((S)-8-(4'-((2-methoxyethylamino)methyl)biphenyl-3-ylsulfonyl)-1-oxa-8-azaspiro[4.5]decan-3-ylamino)propan-2-ol COCCNCC1=CC=C(C=C1)C1=CC(=CC=C1)S(=O)(=O)N1CCC2(C[C@@H](CO2)NCC(C)O)CC1